2-(5-Oxo-1,2,3,5-tetrahydroindol-7-yl)benzoic acid methyl ester COC(C1=C(C=CC=C1)C1=CC(CC=2CCNC12)=O)=O